FC1(CCN(CC1)C1=NC(=CC(=N1)C=1C=NN(C1)C1=C(C=C(C=C1)NS(=O)(=O)CCO)N1CCC2(CC2)CC1)CC)F N-(4-(4-(2-(4,4-difluoropiperidin-1-yl)-6-ethylpyrimidin-4-yl)-1H-pyrazol-1-yl)-3-(6-azaspiro[2.5]oct-6-yl)phenyl)-2-hydroxyethane-1-sulfonamide